C(C=C)(=O)OCCCCCCCCCCCCCC[SiH2]C(F)F acryloxytetradecyldifluoromethylsilane